1-[3-fluoro-6H-isochromeno[3,4-b]pyridin-8-yl]pyrazole FC1=CC=C2C(=N1)OCC=1C=C(C=CC12)N1N=CC=C1